C(C)OC(=O)C(CN[C@@H](C)C(=O)O)CC N-(2-ethoxycarbonylbutyl)alanine